O.BrC=1C=C(C=C(C1O)Br)C(=O)C1=C(OC2=C1C(=C(C(=C2[2H])[2H])[2H])[2H])C(C)O (3,5-dibromo-4-hydroxyphenyl)(2-(1-hydroxyethyl)benzofuran-3-yl-4,5,6,7-d4)methanone hydrate